OC[C@@]1(C([C@@H]2CCCN1CC2)=O)COC (1S,5R,7S)-7-(hydroxymethyl)-7-(methoxymethyl)-1-azabicyclo[3.2.2]Nonan-6-one